CC=1N(C(=CC1)C)C1=NN2C(C=C(C=C2OC)B2OC(C(O2)(C)C)(C)C)=N1 2-(2,5-dimethyl-1H-pyrrol-1-yl)-5-methoxy-7-(4,4,5,5-tetramethyl-1,3,2-dioxaborolan-2-yl)-[1,2,4]triazolo[1,5-a]pyridine